ethyl 1-(2-methoxyethyl)-5-nitro-1H-indole-2-carboxylate COCCN1C(=CC2=CC(=CC=C12)[N+](=O)[O-])C(=O)OCC